methyl (4-((1-isopropyl-8-(pyridin-4-yl)-1H-pyrazolo[3,4-d]pyrrolo[1,2-b]pyridazin-3-yl) amino)cyclohexyl)carbamate C(C)(C)N1N=C(C2=C1C=1N(N=C2)C=C(C1)C1=CC=NC=C1)NC1CCC(CC1)NC(OC)=O